(3R)-3-({2-[2-(dimethylamino)phenyl][1,2,4]triazolo[1,5-c]quinazolin-5-yl}amino)azepan-2-one CN(C1=C(C=CC=C1)C1=NN2C(=NC=3C=CC=CC3C2=N1)N[C@H]1C(NCCCC1)=O)C